N1=C(C=CC=C1)N1NC(=CC(=N1)C1=NC=CC=C1)C1=NC=CC=C1 2,4,6-tri(2-pyridyl)triazine